1-(4-benzyl-2,2-dimethyl-3-oxo-3,4-dihydro-2H-benzo[b][1,4]oxazin-7-yl)-3-(tert-butyl)urea C(C1=CC=CC=C1)N1C2=C(OC(C1=O)(C)C)C=C(C=C2)NC(=O)NC(C)(C)C